BrC=1C=CC=2N(C3=CC=CC=C3C2C1)C1(CC(=CC=C1)C1=CC=CC(=C1)C1=CC=CC=C1)C1=CC=CC=C1 3-bromo-9-(5'-phenyl[1,1':3,1''-terphenyl]-3-yl)-9H-carbazole